(2S,4R)-4-hydroxypyrrolidine-1,2-dicarboxylic acid O1-tert-butyl O2-methyl ester COC(=O)[C@H]1N(C[C@@H](C1)O)C(=O)OC(C)(C)C